OC(CC=1C(=CC=C2C=CC(OC12)=O)OC)C(=C)C 8-(2-hydroxy-3-methyl-3-butenyl)-7-methoxycoumarin